C(=CC1=CC=CC=C1)C=1C=C2C(=CC(OC2=CC1)=O)C(=O)O 6-styrylcoumarin-4-carboxylic acid